(S)-7-(1-amino-1,3-dihydrospiro[indene-2,4'-piperidine]-1'-yl)-3-(2-amino-3-chloropyridin-4-yl)pteridine-2,4(1H,3H)-dione N[C@@H]1C2=CC=CC=C2CC12CCN(CC2)C2=CN=C1C(N(C(NC1=N2)=O)C2=C(C(=NC=C2)N)Cl)=O